tert-butyl N-tert-butoxycarbonyl-N-(2-dimethylphosphoryl-4-methylsulfonyl-phenyl)carbamate C(C)(C)(C)OC(=O)N(C(OC(C)(C)C)=O)C1=C(C=C(C=C1)S(=O)(=O)C)P(=O)(C)C